O[C@H](CO)[C@H]1N(CC2=CC=CC=C2C1)C(=O)OC(C)(C)C Tert-butyl (S)-3-((S)-1,2-dihydroxyethyl)-3,4-dihydroisoquinoline-2(1H)-carboxylate